1-(1,1-dimethylethyl)-3,5-dimethyl-2,4,6-trinitro-benzene CC(C)(C)C1=C(C(=C(C(=C1[N+](=O)[O-])C)[N+](=O)[O-])C)[N+](=O)[O-]